ClC1=C(C=CC=C1)[C@H](C)N(C=1N=CC(=NC1)C(=O)N[C@H](C)\C=C\S(=O)(=O)C)C 5-(((S)-1-(2-Chlorophenyl)ethyl)(methyl)amino)-N-((R,E)-4-(methylsulfonyl)but-3-en-2-yl)pyrazine-2-carboxamide